1-Bromo-4-acetylnaphthalene BrC1=CC=C(C2=CC=CC=C12)C(C)=O